OC[C@H](C1=CC=CC=C1)NC1=CC(=NC=C1C1=NC(=NO1)C1=CC=NC=C1)NC=1C=C2C(N(C(C2=CC1)=O)CCC)(C)C (S)-5-((4-((2-hydroxy-1-phenylethyl)amino)-5-(3-(pyridin-4-yl)-1,2,4-oxadiazol-5-yl)pyridin-2-yl)amino)-3,3-dimethyl-2-propylisoindolin-1-one